3-(3-(pyridin-2-ylmethoxy)phenyl)-4,5-dihydroisoxazole-5-carboxamide N1=C(C=CC=C1)COC=1C=C(C=CC1)C1=NOC(C1)C(=O)N